ClC=1C=C2C(=CN1)NC(=C2)C(=O)N[C@@H](C(=O)N2C[C@@]1(C(C1)(F)F)CC2)CC 5-chloro-N-[(2R)-1-[(3r)-2,2-difluoro-5-azaspiro[2.4]heptan-5-yl]-1-oxobutan-2-yl]-1H-pyrrolo[2,3-c]pyridine-2-carboxamide